NC1=NC=C(C=C1OCC1=C(C(=O)NCC(C)C)C=CC=C1)C1=CC=C(C=C1)NS(=O)(=O)C 2-[2-amino-5-(4-methanesulfonylamino-phenyl)-pyridin-3-yloxymethyl]-N-isobutyl-benzamide